2,4,6-trimethyl-benzoyl-diphenylphosphine sodium (S)-(4-(1-(2-(6-fluoro-1H-indole-3-carbonyl)thiazol-4-yl)propoxy)-4-oxobutyl)phosphonate FC1=CC=C2C(=CNC2=C1)C(=O)C=1SC=C(N1)[C@H](CC)OC(CCCP([O-])([O-])=O)=O.[Na+].CC1=C(C(=O)P(C2=CC=CC=C2)C2=CC=CC=C2)C(=CC(=C1)C)C.[Na+]